N-{6-cyclopropyl-4-[4-fluoro-2-(4-methyl-4H-1,2,4-triazol-3-yl)phenyl]-2-pyridyl}-5-{[(R)-2-methoxypropylamino]methyl}-1-cyclopropyl-2-oxo-1,2-dihydronicotinamide C1(CC1)C1=CC(=CC(=N1)NC(C=1C(N(C=C(C1)CNC[C@@H](C)OC)C1CC1)=O)=O)C1=C(C=C(C=C1)F)C1=NN=CN1C